CN1C=NC2=NOC(=C21)C(=O)O 4-methyl-4H-imidazo[4,5-c][1,2]oxazole-3-carboxylic acid